ClC1=CC(=C(C(=C1)C(=S)NC)C1=NN(C(=C1)C(=O)N)C1=NC=CC=C1Cl)C [4-chloro-2-methyl-6-[(methylamino)thioxomethyl]phenyl]-1-(3-chloro-2-pyridinyl)-1H-pyrazole-5-carboxamide